OCC(C(=O)NCC1=CC2=CC=CC=C2C=C1)C(C1=CC=CC=C1)=O 2-(hydroxymethyl)-N-(naphthalen-2-ylmethyl)-3-oxo-3-phenylpropanamide